2-(3-Ethylsulfonyl-7,7-dimethyl-6,8-dihydro-5H-imidazo[1,2-a]pyridin-2-yl)-3,5-dimethyl-6-(trifluoromethyl)imidazo[4,5-c]pyridin-4-one C(C)S(=O)(=O)C1=C(N=C2N1CCC(C2)(C)C)C2=NC1=C(C(N(C(=C1)C(F)(F)F)C)=O)N2C